2-ethylbenzoic acid 2-ethoxy-4-ethylphenyl ester C(C)OC1=C(C=CC(=C1)CC)OC(C1=C(C=CC=C1)CC)=O